C(C)C=1C(NC2=CC(=CN=C2C1)CN1CCN(CC1)C=1C=CC=2N(C1)C=C(N2)C)=O 3-ethyl-7-((4-(2-methylimidazo[1,2-a]pyridin-6-yl)piperazin-1-yl)methyl)-1,5-naphthyridin-2(1H)-one